CC(C=O)CCC 2-METHYLVALERALDEHYDE